FC(COCCF)(C(F)F)F (2-fluoroethyl) (2,2,3,3-tetrafluoro-n-propyl) ether